tert-butyl 2-(3-bromo-2-chlorophenylcarbamoyl)-1,6-dimethyl-6,7-dihydro-1H-imidazo[4,5-c]pyridine-5(4H)-carboxylate BrC=1C(=C(C=CC1)NC(=O)C=1N(C2=C(CN(C(C2)C)C(=O)OC(C)(C)C)N1)C)Cl